(S)-5-(5-(1-(tert-butoxycarbonyl)pyrrolidin-2-yl)-2-(2,6-dimethylisonicotinyl)-1,2,3,4-tetrahydroisoquinolin-7-yl)-3-methyl-1H-pyrrolo[2,3-b]pyridine-1-carboxylic acid tert-butyl ester C(C)(C)(C)OC(=O)N1C=C(C=2C1=NC=C(C2)C2=CC(=C1CCN(CC1=C2)CC2=CC(=NC(=C2)C)C)[C@H]2N(CCC2)C(=O)OC(C)(C)C)C